tert-butyl 4-(2-((5-(5-(difluoromethyl)-1,3,4-oxadiazole-2-yl)pyridine-2-yl)methyl)-4,4-dimethyl-1,3-dioxo-1,2,3,4-tetrahydroisoquinoline-7-yl)piperazine-1-carboxylate FC(C1=NN=C(O1)C=1C=CC(=NC1)CN1C(C2=CC(=CC=C2C(C1=O)(C)C)N1CCN(CC1)C(=O)OC(C)(C)C)=O)F